[Pd+].C(C)(C)(C)P(C(C)(C)C)C(C)(C)C.[Br+] bromine (tri-t-butylphosphine) palladium (I)